BrC=1C=C2C(=NC1)C(C(N2C2CC(C2)(C#N)N2CCCCC2)=O)(C)C (1s,3s)-3-(6-bromo-3,3-dimethyl-2-oxo-2,3-dihydro-1H-pyrrolo[3,2-b]pyridin-1-yl)-1-(piperidin-1-yl)cyclobutane-1-carbonitrile